FC1([C@@H](CCN(C1)C1=NC=CC(=N1)NC=1N=CC2=C(C=CC(=C2C1)C(C)C)N1CC(C1)CS(=O)(=O)C)OC)F |r| rac-5,5-difluoro-1-[4-[[5-isopropyl-8-[3-(methylsulfonylmethyl)azetidin-1-yl]-3-isoquinolyl]amino]pyrimidin-2-yl]-4-methoxy-piperidin